(hexanide) methacrylate C(C(=C)C)(=O)[O-].[CH2-]CCCCC